O1COCC2=C1C=CC(=C2)C(N2CCN(CC2)C(=O)N2N=C(N=C2)C)C2=CC1=C(OCOC1)C=C2 (4-(bis(4H-benzo[d][1,3]dioxin-6-yl)methyl)piperazin-1-yl)(3-methyl-1H-1,2,4-triazol-1-yl)methanone